C(C1=CC=CC=C1)O[C@@H]1[C@H](O[C@H]([C@@H]([C@H]1OCC1=CC=CC=C1)OCC1=CC=CC=C1)OC)COCC1=CC=CC=C1 (2R,3R,4S,5R,6R)-3,4,5-tris(benzyloxy)-2-((benzyloxy)methyl)-6-methoxytetrahydro-2H-pyran